3-(1-methyl-1,2,3,6-tetrahydropyridin-4-yl)thiophene-2-carboxylic acid methyl ester COC(=O)C=1SC=CC1C=1CCN(CC1)C